(R)-N-Methyl(6-(pyridin-3-yl)isochroman-1-yl)methanamine bis-hydrochloride salt Cl.Cl.CNC[C@@H]1OCCC2=CC(=CC=C12)C=1C=NC=CC1